1,3-dihydropyridine N1CCCC=C1